Cl.NC=1C=CC(=NC1)C1C(NC(CC1)=O)=O 3-(5-amino-2-pyridinyl)piperidine-2,6-dione hydrochloride